1-(1,3-bis(palmitoyloxy)propan-2-yl) 5-(1-((3-(2-(dimethylamino)ethyl)-5-methoxy-1H-indole-1-carbonyl)oxy)ethyl) 3-methylpentanedioate CC(CC(=O)OC(COC(CCCCCCCCCCCCCCC)=O)COC(CCCCCCCCCCCCCCC)=O)CC(=O)OC(C)OC(=O)N1C=C(C2=CC(=CC=C12)OC)CCN(C)C